5-fluoro-pyrimidine-4-carboxylic acid FC=1C(=NC=NC1)C(=O)O